3-ethyl-7-(chloromethyl)-3,4-dihydro-1,5-Naphthyridin-2(1H)-one C(C)C1C(NC2=CC(=CN=C2C1)CCl)=O